tert-butyl (2,2,2-trifluoro-1-(4-(4-((trans-4-((5-(trifluoromethyl)pyridin-2-yl)amino)cyclohexyl)sulfonyl)phenyl)pyridin-2-yl)ethyl)carbamate FC(C(C1=NC=CC(=C1)C1=CC=C(C=C1)S(=O)(=O)[C@@H]1CC[C@H](CC1)NC1=NC=C(C=C1)C(F)(F)F)NC(OC(C)(C)C)=O)(F)F